NC1=C(C=CC(=C1)C1=CC(=CC(=C1)C(=O)O)C(=O)O)C1=CC(=CC(=C1)C(=O)O)C(=O)O 2'-amino-[1,1':4',1''-terphenyl]-3,3'',5,5''-tetracarboxylic acid